C(C)(C)(C)OC(=O)N[C@H](C)C1=CC=C2C(=N1)NC(=C2)C2=NC1=C(N2C)C(=CC(=C1)C(=O)OC)OC methyl (R)-2-(6-(1-((tert-butoxycarbonyl)amino)ethyl)-1H-pyrrolo[2,3-b]pyridin-2-yl)-7-methoxy-1-methyl-1H-benzo[d]imidazole-5-carboxylate